(4-methyl-1,3,2-dioxaborolan-2-yl)propan-1-ol CC1OB(OC1)C(CC)O